6-(2-isobutoxypyrimidin-5-yl)-2-((2-methylthiazol-5-yl)methyl)pyridazine-3(2H)-one C(C(C)C)OC1=NC=C(C=N1)C=1C=CC(N(N1)CC1=CN=C(S1)C)=O